C(=O)O.BrC1=CC=C(C2=CC=CC=C12)C(C)NC(=O)C=1C=C(C=CC1C)N[C@H]1CN(CC1)C(=O)OC(C)(C)C tert-butyl (3R)-3-((3-((1-(4-bromonaphthalen-1-yl)ethyl)carbamoyl)-4-methylphenyl)amino)pyrrolidine-1-carboxylate formate